BrC=1SC2=C(N1)C(CCC2)=O 2-bromo-6,7-dihydro-benzo[d]Thiazol-4(5H)-one